FC1=CC2=C(C(=C(S2)C(=O)OC)C2=CC(=CC=C2)OC)C=C1 methyl 6-fluoro-3-(3-methoxyphenyl)-1-benzothiophene-2-carboxylate